FC(C1=NNC=C1C1=NN=C(O1)C=O)(F)F (5-(3-(trifluoromethyl)-1H-pyrazol-4-yl)-1,3,4-oxadiazol-2-yl)methanone